benzoimidazole-5-carboxylic acid (2-pyrazol-1-yl-ethyl)-amide N1(N=CC=C1)CCNC(=O)C1=CC2=C(N=CN2)C=C1